FC(C(=O)O)(F)F.CN1N=C(N=N1)C1=C(C=CC=C1)O (2-methyl-2H-tetrazol-5-yl)phenol trifluoroacetate